2-mesitylenesulphonate C1(=C(C(=CC(=C1)C)C)S(=O)(=O)[O-])C